N1=CC(=CC=C1)C1=NCCC2=CC=CC=C12 (pyridin-3-yl)-3,4-dihydroisoquinoline